OC[C@]1([C@@H](O)[C@H](O)[C@H](O1)CO)N[C@@H](C(C)C)C(=O)N[C@@H](CC1=CNC=N1)C(=O)N[C@@H](CC(C)C)C(=O)N[C@@H]([C@H](O)C)C(=O)N1[C@@H](CCC1)C(=O)N[C@@H](CCC(=O)O)C(=O)O α-fructosyl-valyl-histidyl-leucyl-threonyl-prolyl-glutamic acid